FC(C1=C(C=CC=C1)C=CC(=O)N1C(SCC1)=O)(F)F 3-(3-(2-trifluoromethylphenyl)acryloyl)thiazolidin-2-one